C(C)C1C=CCCC1 3-ethylcyclohex-1-en